C(C1=CC=CC=C1)C1(C[C@@H]2[C@@H](CN(C2)C(=O)NC2=CC(=C(C=C2)Cl)C(F)(F)F)C1)O (3aR,5r,6aS)-5-benzyl-N-(4-chloro-3-(trifluoromethyl)phenyl)-5-hydroxyhexahydrocyclopenta[c]pyrrole-2(1H)-carboxamide